C1(=CC=CC=C1)C(C(C(C(=O)[O-])(C1=CC=CC=C1)C1=CC=CC=C1)(O)C(=O)[O-])C(=O)[O-] Triphenylcitrat